(5-methoxy-4-(trifluoromethyl)-1H-pyrazol-3-yl)methanol COC1=C(C(=NN1)CO)C(F)(F)F